6-(2-chloro-3,5-dimethoxyphenyl)-N-(4-(2-(pyrrolidin-1-yl)ethoxy)phenyl)-[1,2,4]triazolo[4',3':1,6]pyrido[2,3-d]pyrimidin-2-amine ClC1=C(C=C(C=C1OC)OC)C1=CC2=C(N=C(N=C2)NC2=CC=C(C=C2)OCCN2CCCC2)N2C1=NN=C2